C12(CC3CC(CC(C1)C3)C2)C=2C(=C(C=C(C2)C23CC1CC(CC(C2)C1)C3)S)O 3,5-di(adamantan-1-yl)2-hydroxybenzenethiol